C(#N)C1=CC(=CC2=C1SC(=C2[2H])C(=O)O)C(C)C 7-cyano-5-isopropylbenzo[b]thiophene-2-carboxylic acid-3-d